C(N)(=O)C1=CC2=C(SC(=C2C(F)(F)F)C(F)(F)P(OCC)(OCC)=O)C(=C1)OCCCS(=O)(=O)C diethyl ((5-carbamoyl-7-(3-(methylsulfonyl)propoxy)-3-(trifluoromethyl) benzo[b]thiophen-2-yl)difluoromethyl)phosphonate